((2-(((3S,6S,9aS)-3-(3-(6-(difluoromethyl)-4-methoxypyridin-3-yl)azetidine-1-carbonyl)-5-oxooctahydro-1H-pyrrolo[1,2-a]azepin-6-yl)carbamoyl)benzo[b]thiophen-5-yl)methyl)phosphonic acid FC(C1=CC(=C(C=N1)C1CN(C1)C(=O)[C@@H]1CC[C@H]2N1C([C@H](CCC2)NC(=O)C2=CC1=C(S2)C=CC(=C1)CP(O)(O)=O)=O)OC)F